FC1=C(C=CC=C1)NC(C(=O)N1CC2(CC2)C[C@@H]1C(=O)N[C@@H](C[C@H]1C(NCC1)=O)C(COC(F)(F)F)=O)=O (R)-5-(2-((2-fluorophenyl)amino)-2-oxoacetyl)-N-((S)-3-oxo-1-((S)-2-oxopyrrolidin-3-yl)-4-(trifluoromethoxy)butan-2-yl)-5-azaspiro[2.4]-heptane-6-carboxamide